O=C1NC(CCC1N1C(N(C2=C1C=CC(=C2)C2CCC(CC2)CCC(=O)O)C)=O)=O 3-[4-[1-(2,6-dioxo-3-piperidyl)-3-methyl-2-oxo-benzimidazol-5-yl]cyclohexyl]propanoic acid